ClC1=CC=C(C=C1)N(C(=O)C=1N=CC=2N(C1)C=CN2)CC N-(4-chlorophenyl)-N-ethyl-imidazo[1,2-a]pyrazine-6-carboxamide